7-(2-cyanophenyl)-3-(2-methoxyethyl)-1-((3-(trifluoromethyl)phenyl)sulfonyl)-2,3-dihydroquinazolin-4(1H)-one C(#N)C1=C(C=CC=C1)C1=CC=C2C(N(CN(C2=C1)S(=O)(=O)C1=CC(=CC=C1)C(F)(F)F)CCOC)=O